FC=1C=CC2=C(N=C(O2)NC2=NC3=C(N2C)C=CC(=C3)CO)C1 {2-[(5-fluoro-1,3-benzoxazol-2-yl)amino]-1-methyl-1H-1,3-benzodiazol-5-yl}methanol